C(C)(C)(C)C1=CC=C(C=C1)C=1C(=C(N2C1C(N(C1=CC3=C(C=C21)C=CC=C3)C)=O)C3=CC=CC=C3)C#N 3-(4-(tert-butyl)phenyl)-5-methyl-4-oxo-1-phenyl-4,5-dihydrobenzo[g]pyrrolo[1,2-a]quinoxaline-2-carbonitrile